5-chloro-N-(3-(2-(dimethylamino)quinazolin-6-yl)-2,4-difluorophenyl)-2-methoxypyridine-3-sulfonamide ClC=1C=C(C(=NC1)OC)S(=O)(=O)NC1=C(C(=C(C=C1)F)C=1C=C2C=NC(=NC2=CC1)N(C)C)F